N-hydroxy-1-(2-(3-((methylamino)methyl)phenoxy)ethyl)-1H-indole-6-carboxamide ONC(=O)C1=CC=C2C=CN(C2=C1)CCOC1=CC(=CC=C1)CNC